FC=1C=NN2C1N=C(C=C2[C@@H]2[C@H](C2)C2=CC=C1C=NN(C1=C2)CC(F)(F)F)C=2C(NC(NC2)=O)=O 5-(3-fluoro-7-((1S,2S)-2-(1-(2,2,2-trifluoroethyl)-1H-indazol-6-yl)cyclopropyl)pyrazolo[1,5-a]pyrimidin-5-yl)pyrimidine-2,4(1H,3H)-dione